N(CCN(C(OC(C)(C)C)=O)C)CCN(C(OC(C)(C)C)=O)C di-tert-butyl (azanediylbis(ethane-2,1-diyl))bis(methylcarbamate)